C(C)(C)(C)OC(=O)N[C@H](C(=O)N1[C@@H](CCC1)C(=O)OC)C Methyl (2S)-1-[(2S)-2-[(tert-butoxycarbonyl)amino]propanoyl]pyrrolidine-2-carboxylate